methylene Disulfone C1S(S1(=O)=O)(=O)=O